tert-butyl (S)-3-(3-((R)-11,11-dimethyl-3,9-dioxo-1-phenyl-2,10-dioxa-4,8-diazadodecan-5-yl)benzamido)pyrrolidine-1-carboxylate CC(OC(NCC[C@@H](NC(OCC1=CC=CC=C1)=O)C=1C=C(C(=O)N[C@@H]2CN(CC2)C(=O)OC(C)(C)C)C=CC1)=O)(C)C